C(=O)([O-])CN1CCN(CCN(CCN(CC1)C(COC)C(=O)O)CC(=O)[O-])C(C(=O)[O-])CC1=CC=C(C=C1)OCC(C(F)F)(F)F 2-{4,10-bis(carboxylatomethyl)-7-[1-carboxy-2-methoxyethyl]-1,4,7,10-tetraazacyclododecan-1-yl}-3-[4-(2,2,3,3-tetrafluoropropoxy)phenyl]propanoate